tert-butyl 4-(4-aminopyridin-3-yl)-3-[(tert-butylperoxy)methyl]-5,5,5-trifluoro-4-hydroxy-2-methylpentanoate NC1=C(C=NC=C1)C(C(C(C(=O)OC(C)(C)C)C)COOC(C)(C)C)(C(F)(F)F)O